C1(CC1)C(=O)N1CC=2NC(=NC2C1)C1=NNC2=CC=C(C=C12)CC1=CC(=CC(=C1)F)F Cyclopropyl-(2-(5-(3,5-difluorobenzyl)-1H-indazol-3-yl)-4,6-dihydropyrrolo[3,4-d]imidazol-5(1H)-yl)ketone